NN1C(=C(C2=CC=CC=C12)C)C(=O)OCC ethyl 1-amino-3-methyl-1H-indole-2-carboxylate